[Ni].[Ru] ruthenium-Nickel